methyl 6-methylpyrazine-2-carboxylate CC1=CN=CC(=N1)C(=O)OC